C[C@H](CCCCCCCCCCCCCC/C=C/C(=O)O)O The molecule is an (omega-1)-hydroxy fatty acid that is nonadecanoic acid which has been dehydrogenated to introduce a double bond with E configuration between positions 2 and 3 and in which the pro-R hydrogen at position 17 has been replaced by a hydroxy group. It is an (omega-1)-hydroxy fatty acid, a long-chain fatty acid, an alpha,beta-unsaturated monocarboxylic acid and a hydroxy monounsaturated fatty acid.